C(C)(=O)C=1NCCCC1 2-Acetyl-1,4,5,6-tetrahydropyridine